O([Si](C)(C)C(C)(C)C)CCN1C(CC1)=O (1R)-(tert-Butyldimethylsiloxy)ethyl-(3S)-azetidinone